CSC(C(=O)N1C(CCCC1)C=1NC(=CN1)C1=C(C=C(C(=C1)F)F)F)C 2-(Methylsulfanyl)-1-(2-(5-(2,4,5-trifluorophenyl)-1H-imidazol-2-yl)piperidin-1-yl)propan-1-one